2-bromo-1-chloro-4-(difluoromethoxy)benzene BrC1=C(C=CC(=C1)OC(F)F)Cl